C(C)N([C@@H]1[C@H](CCC1)OC=1C=C2CN(C(C2=CC1)=O)C1C(NC(CC1)=O)=O)C(C)C 3-(5-(((1S,2S)-2-(ethyl(isopropyl)amino)cyclopentyl)oxy)-1-oxoisoindolin-2-yl)piperidine-2,6-dione